C(C)(=O)C1NC2=C(CC1)SC(=N2)NC(=O)C=2C(=CC(=NC2)N2C(C(=CC=C2)F)=O)C2=CC(=NC=C2OC)C(F)F N-(5-acetyl-4,5,6,7-tetrahydrothiazolo[5,4]pyridin-2-yl)-2''-(difluoromethyl)-3-fluoro-5''-methoxy-2-oxo-2H-[1,2':4',4''-terpyridine]-5'-carboxamide